C(=C)OCCN1C(C2=CC=CC=C2C1=O)=O 2-(2-(vinyloxy)ethyl)isoindoline-1,3-dione